FC=1C(=CC=2N(C1)C=NN2)CCCN2CC1(C2)CC(C1)CC1=C2C=NN(C(C2=C(C=C1)C)=O)C 5-[[2-[3-(6-fluoro-[1,2,4]triazolo[4,3-a]pyridin-7-yl)propyl]-2-azaspiro[3.3]heptan-6-yl]methyl]-2,8-dimethyl-phthalazin-1-one